N[C@]1(COC2=C(N=C(C=C21)[C@@](CNC(C2=CC(=C(C=C2)OC2CC2)OC)=O)(C(F)(F)F)O)C2=CC=C(C=C2)F)C(F)(F)F N-((S)-2-((R)-3-amino-7-(4-fluorophenyl)-3-(trifluoromethyl)-2,3-dihydrofuro[2,3-c]pyridin-5-yl)-3,3,3-trifluoro-2-hydroxypropyl)-4-cyclopropoxy-3-methoxybenzamide